2,10-dihydroxy-12-(2-piperidinylethyl)-12,13-dihydro-5H-indolo[2,3-a]pyrrolo[3,4-c]carbazole-5,7(6H)-dione OC=1C=CC2=C(C1)NC1=C2C2=C(C=3C4=CC=C(C=C4N(C13)CCN1CCCCC1)O)C(NC2=O)=O